C(C)(=O)NC=1C=CC=2N(C1)C=C(N2)C(=O)NC[C@@H](CN2CC1=CC=CC=C1CC2)O (S)-6-acetamido-N-(3-(3,4-dihydroisoquinolin-2(1H)-yl)-2-hydroxypropyl)imidazo[1,2-a]pyridine-2-carboxamide